C(C)OC=1C(=CC=2N(C1)N=C(C2)C)C(=O)NC2=CC=C(N=N2)C2CCN(CC2)C(=O)OC(C)(C)C tert-butyl 4-(6-(6-ethoxy-2-methylpyrazolo[1,5-a]pyridine-5-carboxamido)pyridazin-3-yl)piperidine-1-carboxylate